(5S,7S)-2-(4-Ethylpyrazol-1-yl)-7-fluoro-5-phenyl-6,7-dihydro-5H-pyrrolo[1,2-b][1,2,4]triazole C(C)C=1C=NN(C1)C=1N=C2N(N1)[C@@H](C[C@@H]2F)C2=CC=CC=C2